CC1=CNC2=NC=C(C=C21)C=2C=C1CCN(CC1=C(C2)[C@H]2NCCC2)C(=O)N2C[C@@H](OCC2)C(F)(F)F (6-(3-methyl-1H-pyrrolo[2,3-b]pyridin-5-yl)-8-((S)-pyrrolidin-2-yl)-3,4-Dihydroisoquinolin-2(1H)-yl)((R)-2-(trifluoromethyl)morpholino)methanone